OCC(CO)(C)NC1=NC(=C(C(=O)NC2=NC(=CC=C2)N2C[C@H](OCC2)C)C=C1)N1CCC2(CC2)CC1 (R)-6-((1,3-Dihydroxy-2-methylpropan-2-yl)amino)-N-(6-(2-methylmorpholino)pyridin-2-yl)-2-(6-azaspiro[2.5]octan-6-yl)nicotinamid